2-((4-Amino-3-(3-hydroxyphenyl)-1H-pyrazolo[3,4-d]pyrimidin-1-yl)methyl)-3-phenyl-4H-chromene NC1=C2C(=NC=N1)N(N=C2C2=CC(=CC=C2)O)CC=2OC1=CC=CC=C1CC2C2=CC=CC=C2